3-[4-(1-cyanocyclobutylamino)-phenyl]-propionic acid C(#N)C1(CCC1)NC1=CC=C(C=C1)CCC(=O)O